NC1=C2C(=NC=N1)N(N=C2C2=NOC(=C2C2=NC=CC=C2)C2CC2)[C@H]2C[C@@H](CC2)OC(C(=O)O)C {[(1R,3R)-3-{4-amino-3-[5-cyclopropyl-4-(pyridin-2-yl)-1,2-oxazol-3-yl]-1H-pyrazolo[3,4-d]pyrimidin-1-yl}cyclopentyl]oxy}propanoic acid